methyl 3-(chlorodifluoromethoxy)-1-methyl-1H-pyrazole-5-carboxylate ClC(OC1=NN(C(=C1)C(=O)OC)C)(F)F